1-(oxan-2-yl)-4-{rac-(1R,2R)-2-[(trifluoromethoxy)methyl]cyclopropyl}-1H-pyrazole O1C(CCCC1)N1N=CC(=C1)[C@H]1[C@@H](C1)COC(F)(F)F |r|